[N+](=O)([O-])C1=CC=C(C=C1)OC(O)=O carbonic acid (4-nitrophenyl) ester